FC(C(=O)O)(F)F.ClC1=C(C=CC(=C1)F)C1=CC=NC2=CC(=CC=C12)O[C@@H](C(=O)O)C (R)-2-((4-(2-chloro-4-fluorophenyl)quinolin-7-yl)oxy)propanoic acid trifluoroacetic acid salt